2-{[(3S,4R)-1-acryloyl-4-methoxypiperidin-3-yl]amino}-N-[(2S)-1-methoxypropan-2-yl]-5H-pyrrolo[2,3-b]pyrazine-7-carboxamide C(C=C)(=O)N1C[C@@H]([C@@H](CC1)OC)NC=1N=C2C(=NC1)NC=C2C(=O)N[C@H](COC)C